COC1=CC=C(CN(C=2N=C(C3=C(N2)C=CNC3=O)NCCOCC)CC3=CC=C(C=C3)OC)C=C1 2-(bis(4-methoxybenzyl)amino)-4-((2-ethoxyethyl)amino)pyrido[4,3-d]pyrimidin-5(6H)-one